tert-Butyl 2-[4-[4-[(2,4-dioxo-3-azabicyclo[3.2.2]nonan-1-yl)amino]phenyl]piperidin-1-yl]acetate O=C1C2(CCC(C(N1)=O)CC2)NC2=CC=C(C=C2)C2CCN(CC2)CC(=O)OC(C)(C)C